2-(4-(4-(aminomethyl)-1-oxo-1,2-dihydro-phthalazin-6-yl)-1-methyl-1H-pyrazol-5-yl)-4-chloro-6-(3,3-difluorocyclobutoxy)-3-fluorobenzonitrile NCC1=NNC(C2=CC=C(C=C12)C=1C=NN(C1C1=C(C#N)C(=CC(=C1F)Cl)OC1CC(C1)(F)F)C)=O